C[C@@]1([C@H]2[C@@H]([C@@]34CC(=C)[C@@](C3)(CC[C@H]4C2=CC(=O)[C@@H]1O)O)C(=O)O)C(=O)O The molecule is a tetracyclic diterpenoid obtained by catabolism of gibberellin A8. It has a role as a metabolite. It is a dicarboxylic acid, an enone, a tetracyclic diterpenoid and a secondary alpha-hydroxy ketone. It derives from a gibberellin A8. It derives from a hydride of an ent-gibberellane.